C(#N)C[C@@H]1N(CCN(C1)C=1C2=C(N=C(N1)OC[C@H]1N(CCC1)C)CN(CC2)C2=CC=C(C1=CC=CC=C21)F)C(=O)OCC2=CC=CC=C2 benzyl (2S)-2-(cyanomethyl)-4-[7-(4-fluoro-1-naphthyl)-2-[[(2S)-1-methyl pyrrolidin-2-yl]methoxy]-6,8-dihydro-5H-pyrido[3,4-d]pyrimidin-4-yl]piperazine-1-carboxylate